C(C1=CC=CC=C1)N1CCC(CC1)CCNC(=O)N1CCC(CC1)C1=C(C=CC=C1)F N-[2-(1-benzylpiperidin-4-yl)ethyl]-4-(2-fluorophenyl)piperidine-1-carboxamide